5-(1-(4-chloro-2-fluorophenyl)-1,2,3,6-tetrahydropyridin-4-yl)-1,3-dimethyl-1H-pyrazol-4-amine ClC1=CC(=C(C=C1)N1CCC(=CC1)C1=C(C(=NN1C)C)N)F